R-1-cyclopropylisopropylcarbamate C1(CC1)C(C)(C)NC([O-])=O